2-((1-((2,4-Dichloro-5-isopropoxyphenyl)amino)-1-oxopropan-2-yl)thio)-propionic acid ClC1=C(C=C(C(=C1)Cl)OC(C)C)NC(C(C)SC(C(=O)O)C)=O